7-hydroxy-2,2-dimethylchroman-4-one OC1=CC=C2C(CC(OC2=C1)(C)C)=O